NC=1C(=NC(=C(N1)C=1SC=CC1)CCC1=CC=CC=C1)C#N 3-amino-6-phenethyl-5-(thiophen-2-yl)pyrazine-2-carbonitrile